C(C)(C)(C)OC(=O)[C@@H](NC(OCC1=CC=CC=C1)=O)CCC(NCCOCCOCC(=O)OC)=O (S)-methyl 5-(tert-butoxycarbonyl)-3,8-dioxo-1-phenyl-2,12,15-trioxa-4,9-diazaheptadecan-17-oate